2-[(4-fluorophenyl)methoxycarbonylamino]-4-[2-methoxyethyl-[4-(5,6,7,8-tetrahydro-1,8-naphthyridin-2-yl)butyl]amino]butanoic acid FC1=CC=C(C=C1)COC(=O)NC(C(=O)O)CCN(CCCCC1=NC=2NCCCC2C=C1)CCOC